CN1CCN(CC1)C1=CC=C(C(=O)NC2=NNC3=NC=C(C=C32)C=3C=NC=CC3)C=C1 4-(4-methylpiperazin-1-yl)-N-(5-(pyridin-3-yl)-1H-pyrazolo[3,4-b]pyridin-3-yl)benzamide